2-(6-bromo-1,2,3,4-tetrahydronaphthalen-1-yl)acetic acid BrC=1C=C2CCCC(C2=CC1)CC(=O)O